(E)-2-isopropyl-5-[2-(pyrimidin-4-yl)vinyl]phenol C(C)(C)C1=C(C=C(C=C1)\C=C\C1=NC=NC=C1)O